(S)-4-(3-(6-bromo-7-((1-(ethylsulfonyl)pyrrolidine-3-yl)amino)-1H-imidazo[4,5-b]pyridine-2-yl)-2,5-dimethyl-1H-pyrrol-1-yl)benzenesulfonamide BrC=1C(=C2C(=NC1)N=C(N2)C2=C(N(C(=C2)C)C2=CC=C(C=C2)S(=O)(=O)N)C)N[C@@H]2CN(CC2)S(=O)(=O)CC